P(O)(=O)(OP(=O)(O)OP(=O)(O)O)OC[C@@H]1[C@H]([C@H]([C@@H](O1)N1C=NC=2C(=O)NC(N)=NC12)F)O 2'-fluoro-2'-deoxyguanosine 5'-triphosphate